2-methyl-[1,1-biphenyl]-4,4-dicarboxylic acid CC1=C(C=CC(C1)(C(=O)O)C(=O)O)C1=CC=CC=C1